(S)-4-fluoro-N-(1-((3-methoxy-4-(N-(oxetan-3-yl)sulfamoyl)phenyl)amino)-1-oxo-3-(piperidin-4-yl)propan-2-yl)benzamide FC1=CC=C(C(=O)N[C@H](C(=O)NC2=CC(=C(C=C2)S(NC2COC2)(=O)=O)OC)CC2CCNCC2)C=C1